ClC=1C=C(C2=C(C=C(O2)CNC(=O)C=2C=NN3C2N=CC=C3)C1C(F)(F)F)C(=O)OC Methyl 5-chloro-2-((pyrazolo[1,5-a]pyrimidine-3-carboxamido)methyl)-4-(trifluoromethyl)benzofuran-7-carboxylate